3-({5-[(1S,3R)-2-(2-fluoro-2-methylpropyl)-3-methyl-1H,2H,3H,4H,9H-pyrido[3,4-b]indol-1-yl]thiophen-2-yl}methyl)-1-(3-fluoropropyl)azetidine FC(CN1[C@@H](C=2NC3=CC=CC=C3C2C[C@H]1C)C1=CC=C(S1)CC1CN(C1)CCCF)(C)C